O=C1N(CC2=CC(=CC=C12)C1CCN(CC1)CC=1C=C2C(N(C=NC2=CC1)C1=CN=CS1)=O)C1C(NC(CC1)=O)=O 3-(1-oxo-5-(1-((4-oxo-3-(thiazol-5-yl)-3,4-dihydroquinazolin-6-yl)methyl)piperidin-4-yl)isoindolin-2-yl)piperidine-2,6-dione